manganese silicide [Si]#[Mn]#[Si]